(±)-trans-3-(4-(5-(((cyclopentyl-(methyl)carbamoyl)oxy)methyl)-1-methyl-1H-pyrazol-4-yl)phenoxy)cyclohexane-1-carboxylic acid C1(CCCC1)N(C(=O)OCC1=C(C=NN1C)C1=CC=C(O[C@@H]2C[C@H](CCC2)C(=O)O)C=C1)C |r|